FC=1C(=C(C=CC1)NN1C(=CC=2C(NCCC21)=O)C2=C(C=NC=C2)C#CC2(COC2)OC)OC [(3-fluoro-2-methoxyphenyl)amino]-2-[3-[2-(3-methoxyoxetan-3-yl)ethynyl]pyridin-4-yl]-1H,5H,6H,7H-pyrrolo[3,2-c]pyridin-4-one